O=C1CCCC(N1C(=O)[O-])C(=O)[O-] 6-oxopiperidine-1,2-dicarboxylate